(E)-1-(4-methoxyphenyl)-2-nitro-3-phenylprop-2-en-1-one COC1=CC=C(C=C1)C(/C(=C\C1=CC=CC=C1)/[N+](=O)[O-])=O